S(=O)(=O)(O)CCCOC(C(=C)C)=O.C1(=CC=CC=C1)[S+](C1=CC=CC=C1)C1=CC=CC=C1 triphenylsulfonium 3-sulfopropyl-methacrylate